yttrium tetrahydroxide [OH-].[OH-].[OH-].[OH-].[Y+3]